(2R,4R)-1-(3-chloro-2-fluorobenzyl)-4-((5'-fluoro-3-methyl-6'-((5-methyl-1H-pyrazol-3-yl)amino)-[2,4'-bipyridin]-2'-yl)methyl)-2-methylpiperidine-4-carboxylic acid ClC=1C(=C(CN2[C@@H](C[C@@](CC2)(C(=O)O)CC2=NC(=C(C(=C2)C2=NC=CC=C2C)F)NC2=NNC(=C2)C)C)C=CC1)F